FC(C1=NN=C(O1)C=1C=CC(=NC1)CN1C(N(C2=C1C=CC=C2)C2COC2)=O)F 1-((5-(5-(difluoromethyl)-1,3,4-oxadiazol-2-yl)pyridin-2-yl)methyl)-3-(oxetan-3-yl)-1,3-dihydro-2H-benzo[d]imidazol-2-one